epoxypinane C123C(CCC(C1(C)C)C2)(C)O3